di-tert-butyl (4-(2-(4-(tert-butyl)naphthalen-2-yl)pyridin-4-yl)-1,2-phenylene)bis(methylcarbamate) C(C)(C)(C)C1=CC(=CC2=CC=CC=C12)C1=NC=CC(=C1)C1=CC(=C(C=C1)N(C(OC(C)(C)C)=O)C)N(C(OC(C)(C)C)=O)C